ClC1=CC=C(C=C1)N1N=C(C=C1)OCC1=C(C=CC=C1C)N1N=NN(C1=O)C 1-[2-({[1-(4-chlorophenyl)-1H-pyrazol-3-yl]oxy}methyl)-3-methylphenyl]-1,4-dihydro-4-methyl-5H-tetrazol-5-one